(imidazo[1,2-a]pyridin-2-yl)ethan-1-amine N=1C(=CN2C1C=CC=C2)C(C)N